Tert-Butyl 3-((R)-3-(((benzyloxy)carbonyl)amino)-3,4-dihydro-2H-pyrano[3,2-c]pyridin-7-yl)-3,8-diazabicyclo[3.2.1]octane-8-carboxylate C(C1=CC=CC=C1)OC(=O)N[C@@H]1CC=2C=NC(=CC2OC1)N1CC2CCC(C1)N2C(=O)OC(C)(C)C